6-hydroxy-4-(6-(6-((5-(methyl-thio)pyridin-2-yl)methyl)-3,6-diazabicyclo[3.1.1]heptan-3-yl)pyridin-3-yl)pyrazolo[1,5-a]pyridine-3-carbonitrile OC=1C=C(C=2N(C1)N=CC2C#N)C=2C=NC(=CC2)N2CC1N(C(C2)C1)CC1=NC=C(C=C1)SC